O1C(COCC1)C(=O)N1CCC(CC1)(C)CN1N=CC(=C1C(=O)NC1=NC=C(C=C1C)C#CC1=CC=CC=C1)Cl 1-((1-(1,4-dioxane-2-carbonyl)-4-methylpiperidin-4-yl)methyl)-4-chloro-N-(3-methyl-5-(phenylethynyl)pyridin-2-yl)-1H-pyrazole-5-carboxamide